FC=1C(=CC=C2N=C(C(NC12)=O)C)CN1CCC(=CC1)C=1C(=NC2=C(N=CC=C2C1)NC)F 8-fluoro-7-((4-(2-fluoro-8-(methylamino)-1,7-naphthyridin-3-yl)-3,6-dihydropyridin-1(2H)-yl)methyl)-3-methylquinoxalin-2(1H)-one